FC(C(=O)N1CC2(CC2)CC1C(=O)N)(F)F 5-(2,2,2-trifluoroacetyl)-5-azaspiro[2.4]heptane-6-carboxamide